CC(=CCCCCCC)[O-] non-2-en-2-olate